C(C)(=O)N1C2=C(C(C1)(CS(=O)(=O)C1=CC=C(C)C=C1)C)CC1=CC=CC=C12 1-acetyl-3-methyl-3-(p-toluenesulfonylmethyl)-3,4-dihydroindeno[1,2-b]pyrrole